Diethyl-Ammonium TetrafluoroethaneSulfonate FC(C(S(=O)(=O)[O-])(F)F)F.C(C)[NH2+]CC